C(C)(=O)N1[C@H]([C@@H]([C@H](C2=CC(=CC=C12)C(=O)OCC)NC(=O)OCC1=CC=CC=C1)C)CC (2S,3R,4R)-Ethyl 1-acetyl-4-(((benzyloxy)carbonyl)amino)-2-ethyl-3-methyl-1,2,3,4-tetrahydroquinoline-6-carboxylate